(S)-4-bromo-1-chloro-2-(4-tetrahydrofuran-3-yloxy-benzyl)-benzene BrC1=CC(=C(C=C1)Cl)CC1=CC=C(C=C1)O[C@@H]1COCC1